2,5-Dibromo-4-nitro-1H-imidazole BrC=1NC(=C(N1)[N+](=O)[O-])Br